C(CCCCC)C(CN1C(C2=C(N(C(C2=C1)=O)CC(CCCCCCCC)CCCCCC)C=1SC=CC1)=O)CCCCCCCC 2,5-bis(2-hexyldecyl)-6-(thien-2-yl)pyrrolo[3,4-c]pyrrole-1,4-dione